The molecule is a phosphorothioic acid. It is a conjugate acid of a thiophosphate(2-). It is a tautomer of a phosphorothioic O,O,S-acid. OP(=S)(O)O